1-isopropyl-3-methyl-7-(4-((4-(methylsulfonyl)piperidin-1-yl)methyl)phenyl)-8-phenyl-3,6-dihydroimidazo[4,5-d]pyrrolo[2,3-b]pyridin-2(1H)-one C(C)(C)N1C(N(C=2C1=C1C(=NC2)NC(=C1C1=CC=CC=C1)C1=CC=C(C=C1)CN1CCC(CC1)S(=O)(=O)C)C)=O